1-(2-(dimethylamino)ethyl)-N-(4-(1-(ethanesulfonyl)-1H-indol-3-yl)pyrimidin-2-yl)-1H-indazol-5-amine CN(CCN1N=CC2=CC(=CC=C12)NC1=NC=CC(=N1)C1=CN(C2=CC=CC=C12)S(=O)(=O)CC)C